CC1(CCC=2C(=NNC2C1)C1=NC=2C(=NC=C(C2)N(C(C(CC)CC)=O)C)N1)C N-(2-(6,6-Dimethyl-4,5,6,7-tetrahydro-1H-indazol-3-yl)-3H-imidazo[4,5-b]pyridin-6-yl)-2-ethyl-N-methylbutanamide